(R)-N-hydroxy-1,2,3,5,10,10a-hexahydropyrrolo[1,2-b]isoquinoline-8-carboxamide ONC(=O)C1=CC=2C[C@@H]3N(CC2C=C1)CCC3